2,2-bis[4-(4-aminophenoxy)phenyl]-1,1,1,3,3,3-hexaFluoropropane NC1=CC=C(OC2=CC=C(C=C2)C(C(F)(F)F)(C(F)(F)F)C2=CC=C(C=C2)OC2=CC=C(C=C2)N)C=C1